3-(1-oxo-5-((3-(piperazin-1-yl)azetidin-1-yl)methyl)isoindoline-2-yl)piperidine O=C1N(CC2=CC(=CC=C12)CN1CC(C1)N1CCNCC1)C1CNCCC1